N1=C(C=CC=C1)CN1CCN(CC1)CCCN1C(C2=CC=CC=C2C1=O)=O 2-(3-(4-(pyridin-2-ylmethyl)piperazin-1-yl)propyl)isoindoline-1,3-dione